racemic-1-(5-iodo-2-pyrimidin-2-yl-1,2,4-triazol-3-yl)ethanamine IC=1N=C(N(N1)C1=NC=CC=N1)[C@@H](C)N |r|